CN(C(C=C)=O)C.C(=C)P(O)(O)=O Vinyl-phosphonic acid-N,N-dimethylacrylamide